bis(n-octanoate) tin (II) [Sn+2].C(CCCCCCC)(=O)[O-].C(CCCCCCC)(=O)[O-]